1-(1-amino-3,3-difluorocyclobutanecarbonyl)-3-hydroxypiperidin NC1(CC(C1)(F)F)C(=O)N1CC(CCC1)O